7-chloro-5-(2-(2-morpholinoethyl)-1H-pyrrolo[2,3-b]pyridin-4-yl)-1H-indazol-3-amine ClC=1C=C(C=C2C(=NNC12)N)C1=C2C(=NC=C1)NC(=C2)CCN2CCOCC2